tert-butyl 3-((1s,4s)-4-((benzyloxy)carbonyl)-4-methylcyclohexyl)-2-oxo-1-oxa-3,8-diazaspiro[4.5]decane-8-carboxylate C(C1=CC=CC=C1)OC(=O)C1(CCC(CC1)N1C(OC2(C1)CCN(CC2)C(=O)OC(C)(C)C)=O)C